2-((3S,4R)-3-aminotetrahydro-2H-pyran-4-yl)-3,5-dichloro-N-(thiazol-2-ylmethyl)thieno[3,2-b]pyridin-7-amine N[C@@H]1COCC[C@H]1C1=C(C2=NC(=CC(=C2S1)NCC=1SC=CN1)Cl)Cl